O1CCN(CC1)CC1CN(C1)C=1N=CC(=NC1)C(=O)N 5-(3-(morpholinomethyl)azetidin-1-yl)pyrazine-2-carboxamide